O1C(=CC=C1)CN1CC(CC1)CNC(=O)C1CCN(CC1)C1=NC(=NO1)C1=CC=C(C=C1)OC N-((1-(furan-2-ylmethyl)pyrrolidin-3-yl)methyl)-1-(3-(4-methoxyphenyl)-1,2,4-oxadiazol-5-yl)piperidine-4-carboxamide